ClC1=CC=C(C=C1)N1N=C(C=C1[N+](=O)[O-])[N+](=O)[O-] N-(4-chlorophenyl)-3,5-dinitropyrazole